ClC1=NC(=NC(=C1C)C1=C(C=CC=C1CC1CCOCC1)C)N 4-Chloro-5-methyl-6-[2-methyl-6-(tetrahydropyran-4-ylmethyl)phenyl]pyrimidin-2-amine